Cl.NC(C(C(=O)NC1CCCC1)O)C[C@H]1C(NCC1)=O 3-amino-N-cyclopentyl-2-hydroxy-4-((S)-2-oxopyrrolidin-3-yl)butanamide hydrochloride